9-(m-chlorophenyl)acridin ClC=1C=C(C=CC1)C=1C2=CC=CC=C2N=C2C=CC=CC12